N-(3-(dimethylamino)propyl)-1-(4-methoxyphenyl)-3-(phenethylamino)-1H-indazole-5-carboxamide CN(CCCNC(=O)C=1C=C2C(=NN(C2=CC1)C1=CC=C(C=C1)OC)NCCC1=CC=CC=C1)C